C(C)OC1=NC=CC=C1C1=CC(=C2C(=N1)C(=NN2C(C)C)C)NCC2=CC(=NC=C2)C 5-(2-ethoxy-3-pyridyl)-1-isopropyl-3-methyl-N-[(2-methyl-4-pyridyl)methyl]pyrazolo[4,3-b]pyridin-7-amine